O1CC(C1)NC1CNCCC1 N-(oxetan-3-yl)piperidin-3-amine